N1(CCCC2=NC=CC=C12)C1=NNC2=NC(=CN=C21)N2C[C@@H]1[C@]([C@@H]1CC2)(C2=C(C=CC=C2)F)CN ((1S,6R,7R)-3-(3-(3,4-dihydro-1,5-naphthyridin-1(2H)-yl)-1H-pyrazolo[3,4-b]pyrazin-6-yl)-7-(2-fluorophenyl)-3-azabicyclo[4.1.0]heptan-7-yl)methanamine